N-[3-(5-cyclopropyl-1-methyl-6-oxopyridin-3-yl)-4-(2,4-difluorophenoxy)phenyl]methanesulfonamide C1(CC1)C1=CC(=CN(C1=O)C)C=1C=C(C=CC1OC1=C(C=C(C=C1)F)F)NS(=O)(=O)C